CC1=NNC2=CN=C(C=C21)N2C1(CC1)CN(CC2)S(=O)(=O)C 3-Methyl-5-(7-(methylsulfonyl)-4,7-diazaspiro[2.5]octan-4-yl)-1H-pyrazolo[3,4-c]pyridine